FC1(CN(C1)C=1C=C(N=NC1)C=1C(NC(NC1)=O)=O)F 5-(5-(3,3-difluoroazetidin-1-yl)pyridazin-3-yl)pyrimidine-2,4(1H,3H)-dione